2,4,6-tri-tert-butyl-p-cresol C(C)(C)(C)C=1CC(C=C(C1O)C(C)(C)C)(C)C(C)(C)C